The molecule is an epoxide that is 1,2-epoxypropene in which one of the methyl hydrogens is substituted by chlorine. It is an organochlorine compound and an epoxide. It derives from a 1,2-epoxypropane. C1C(O1)CCl